6-(5-chloro-2-(((1S,3R,4S,5R)-4-hydroxy-6,8-dioxabicyclo[3.2.1]octan-3-yl)amino)pyrimidin-4-yl)-1-cyclopentyl-4-fluoro-N,N-dimethyl-1H-indole-2-carboxamide ClC=1C(=NC(=NC1)N[C@@H]1C[C@H]2CO[C@@H]([C@H]1O)O2)C2=CC(=C1C=C(N(C1=C2)C2CCCC2)C(=O)N(C)C)F